C(C)(C)N1CCN(CC1)C1=CC=C(C=C1)C=1C=2C=CC=CC2CCC1C1=CC=C2C=NN(C2=C1)C 5-(4-(4-isopropylpiperazin-1-yl)phenyl)-6-(1-methyl-1H-indazol-6-yl)-7,8-dihydronaphthalen